N1N=CC2=CC=C(C=C12)CN(C=1OC(=C(N1)C)CN1CCOCC1)CC1=CC(=CC=C1)OC N-((1H-indazol-6-yl)methyl)-N-(3-methoxybenzyl)-4-methyl-5-(morpholinomethyl)oxazol-2-amine